α-deutero-5-methoxydimethyltryptamine [2H]C(N(C)C)CC1=CNC2=CC=C(C=C12)OC